C(C(C)C)(=O)O.C1CCC2C3CCC(=C12)C3 hexahydro-4,7-methanoindene isobutyrate